C(C)(C)(C)OC(=O)N[C@@H](C(=O)OC(C)(C)C)CCC(C)=O tert-butyl (R)-2-((tert-butoxycarbonyl) amino)-5-oxohexanoate